5-((dimethylamino)methyl)-N-(5-fluoro-1-propyl-1H-benzo[d]imidazol-2-yl)benzo[d]oxazol-2-amine CN(C)CC=1C=CC2=C(N=C(O2)NC2=NC3=C(N2CCC)C=CC(=C3)F)C1